[Sb]=O.[La].[Co] cobalt-lanthanum-antimony oxide